(e)-1,2-Di-p-tolylethene CC1C=CC(/C=C/C2C=CC(C)=CC=2)=CC=1